[N+]1(=CC=CC=C1)C(CS(=O)(=O)[O-])C β-(1-pyridinio)-1-propanesulfonate